C(C)OC(=O)C=1N=C2N(N=C(C=C2)C2CCN(CC2)C(=O)OC(C)(C)C)C1 6-(1-(tert-Butoxycarbonyl)piperidin-4-yl)imidazo[1,2-b]pyridazine-2-carboxylic acid ethyl ester